tert-butyl (R)-3-(((4-(((tert-butoxycarbonyl)amino)methyl)benzyl)((S)-5,6,7,8-tetrahydroquinolin-8-yl)amino)methyl)-3,4-dihydroisoquinoline-2(1H)-carboxylate C(C)(C)(C)OC(=O)NCC1=CC=C(CN([C@H]2CCCC=3C=CC=NC23)C[C@@H]2N(CC3=CC=CC=C3C2)C(=O)OC(C)(C)C)C=C1